IC=1C=C(C=CC1)C=1N(C=CN1)C1=CC=CC=C1 2-(3-iodophenyl)-1-phenyl-1H-imidazole